[Ti].[Ce] cerium-titanium